5-(4-fluorophenyl)-6-methyl-4-oxo-1-propan-2-ylpyridazine-3-carboxamide FC1=CC=C(C=C1)C=1C(C(=NN(C1C)C(C)C)C(=O)N)=O